4-((5-(methylamino)-4-(4-(trifluoromethoxy)phenyl)pyrimidin-2-yl)amino)benzamide CNC=1C(=NC(=NC1)NC1=CC=C(C(=O)N)C=C1)C1=CC=C(C=C1)OC(F)(F)F